7-bromo-5-(2,2-dimethylpropylsulfonyl)-1-methyl-indole BrC=1C=C(C=C2C=CN(C12)C)S(=O)(=O)CC(C)(C)C